5-(2-oxa-6-azaspiro[3.3]heptan-6-yl)pyrazolo[1,5-a]pyrimidine-3-carboxamide C1OCC12CN(C2)C2=NC=1N(C=C2)N=CC1C(=O)N